potassium acrylamidophosphate C(=O)(C=C)NP(=O)([O-])[O-].[K+].[K+]